tert-butyloxycarbonyl-(Boc)nitrogen C(C)(C)(C)OC(=O)[N]C(=O)OC(C)(C)C